C(C)(C)C1=C(C=C(C=C1)C1=NC=2CCCCC2C=N1)O 2-isopropyl-5-(5,6,7,8-tetrahydroquinazolin-2-yl)phenol